CN1N=C2C=C(C(=CC2=C1)NC(OC1=CC=CC=C1)=O)C phenyl (2,6-dimethyl-2H-indazol-5-yl)carbamate